FC=1C=C(C=C(C1F)N1CCNCC1)C=1C=C2C(=NC1)NC=C2C=2C=CC=1N(C2)C=CN1 6-(5-(3,4-difluoro-5-(piperazin-1-yl)phenyl)-1H-pyrrolo[2,3-b]pyridin-3-yl)imidazo[1,2-a]pyridine